2,4-bis(trichloromethyl)-6-[2-(3-furyl)vinyl]-s-triazine ClC(C1=NC(=NC(=N1)C(Cl)(Cl)Cl)C=CC1=COC=C1)(Cl)Cl